C(C)NC(NC1=CC=C(C=C1)C1=C2C(=NC=C1)NC=C2)=O 4-(4-(3-ethylureido)phenyl)-1H-pyrrolo[2,3-b]pyridin